(2,5-dioxopyrrolidin-1-yl)-5-bromonaphthalene-1-carboxylate O=C1N(C(CC1)=O)C1=C(C2=CC=CC(=C2C=C1)Br)C(=O)[O-]